C(CCCCCC)P([O-])(=O)CCCCCCC.[Al+3].C(CCCCCC)P([O-])(=O)CCCCCCC.C(CCCCCC)P([O-])(=O)CCCCCCC aluminium diheptylphosphinate